N1=CC=CC=2C(C(C3=CC=CN=C3C12)=O)=O 1,10-phenanthroline-5,6-dione